2-[6-(4-fluorophenyl)-4-[(6-methylpyridazin-3-yl)methylamino]quinazolin-8-yl]oxyacetonitrile FC1=CC=C(C=C1)C=1C=C2C(=NC=NC2=C(C1)OCC#N)NCC=1N=NC(=CC1)C